O[C@@H]1C[C@H](N(C1)C([C@H](C(C)(C)C)NC(CCOCCNC(OC(C)(C)C)=O)=O)=O)C(NCC1=CC=C(C=C1)C1=C(N=CS1)C)=O tert-butyl (2-(3-(((S)-1-((2S,4R)-4-hydroxy-2-((4-(4-methylthiazol-5-yl)benzyl)carbamoyl)pyrrolidin-1-yl)-3,3-dimethyl-1-oxobutan-2-yl)amino)-3-oxopropoxy)ethyl)carbamate